CC1[C@H]([C@H]([C@H]([C@H](O1)O)O)O)O (2S,3R,4R,5S)-6-Methyltetrahydro-2H-pyran-2,3,4,5-tetraol